tert-butyl 8-((4-fluorobenzyl) oxy)-1,4,5,6-tetrahydroazepino[4,5-b]indole-3(2H)-carboxylate FC1=CC=C(COC=2C=CC=3C4=C(NC3C2)CCN(CC4)C(=O)OC(C)(C)C)C=C1